C(C)(=O)N[C@H]1[C@@H](O[C@@H]([C@@H]([C@@H]1O)O)CO)OCCCCC(=O)NCCCN 5-(((2R,3R,4R,5R,6R)-3-acetamido-4,5-dihydroxy-6-(hydroxymethyl)tetrahydro-2H-pyran-2-yl)oxy)-N-(3-aminopropyl)pentanamide